C(C)(C)(C)OC(C(C)(C)S(=O)(=O)C1(CC1)C(=O)OC)=O methyl 1-((1-(tert-butoxy)-2-methyl-1-oxopropan-2-yl)sulfonyl)cyclopropanecarboxylate